C(#N)C(C)(C)N1N=C(C(=C1)NC1=NC=C(C(=N1)NCCCNC(=O)C1CCC1)C(F)(F)F)C N-(3-((2-((1-(2-cyanopropan-2-yl)-3-methyl-1H-pyrazol-4-yl)amino)-5-(trifluoromethyl)pyrimidin-4-yl)amino)propyl)cyclobutanecarboxamide